3-(but-2-yn-1-yloxy)-N-[(1R)-1-(5-methyl-1,3,4-thiadiazol-2-yl)ethyl]-5-(5-methyl-1,3-thiazol-2-yl)benzamide C(C#CC)OC=1C=C(C(=O)N[C@H](C)C=2SC(=NN2)C)C=C(C1)C=1SC(=CN1)C